C1(=CC=CC=2C3=CC=CC=C3CC12)COC(=O)CCC(C(=O)NCCCCNC(=S)NC(=O)OC(C)(C)C)N 4-fluorenylmethoxycarbonyl-amino-N-(4-(3-tertbutyloxycarbonyl-thioureido)butyl)butanamide